C(CCC)OP(=O)(O)O.C(C)N(CC)CC Triethylamine monobutyl-phosphate